N-(4-(N-acetylsulfamoyl)phenyl)-3-amino-6-(3-carbamoylphenyl)pyrazine-2-carboxamide C(C)(=O)NS(=O)(=O)C1=CC=C(C=C1)NC(=O)C1=NC(=CN=C1N)C1=CC(=CC=C1)C(N)=O